4-bromo-2-(4-cyclopropyl-1H-imidazol-1-yl)pyridine BrC1=CC(=NC=C1)N1C=NC(=C1)C1CC1